C(#N)CC=1C=C(CNCCCCOC2CN(C2)C2=NC3=C(C4=CN=CC=C24)C=CC(=C3)C(=O)O)C=C(C1)C 5-(3-(4-((3-(cyanomethyl)-5-methylbenzyl)amino)butoxy)azetidin-1-yl)benzo[c][2,6]naphthyridine-8-carboxylic acid